ethyl 5-oxo-4,5-dihydropyrazolo[1,5-a]pyrimidine-3-carboxylate O=C1NC=2N(C=C1)N=CC2C(=O)OCC